5,6-diethyl-3-[(3-fluorophenyl)sulfanyl]pyridazine-4-carboxylic acid C(C)C=1C(=C(N=NC1CC)SC1=CC(=CC=C1)F)C(=O)O